COC=1C(=NC=CC1C1=NOC(=N1)COC)NC1=C(N=NC(=C1)NC1=NC=CC(=C1)C)C(=O)NC([2H])([2H])[2H] 4-({3-methoxy-4-[5-(methoxymethyl)-1,2,4-oxadiazol-3-yl]pyridin-2-yl}amino)-N-(2H3)methyl-6-[(4-methylpyridin-2-yl)amino]pyridazine-3-carboxamide